(3R)-3-Amino-2-methyl-butan-2-ol hydrochloride Cl.N[C@@H](C(C)(O)C)C